trans-11,12-diamino-9,10-dihydro-9,10-ethanoanthracene NC1C([C@@H]2C3=CC=CC=C3[C@@H]1C=1C=CC=CC21)N